tert-Butyl 6-(1-methyl-1H-pyrazole-5-carboxamido)-2-(o-tolyl)-1H-pyrrolo[3,2-b]pyridine-1-carboxylate CN1N=CC=C1C(=O)NC=1C=C2C(=NC1)C=C(N2C(=O)OC(C)(C)C)C2=C(C=CC=C2)C